(2-(benzyloxy)phenyl)propan-1-ol C(C1=CC=CC=C1)OC1=C(C=CC=C1)C(CC)O